1-[5-chloro-2-(2-fluoro-4-pyridinyl)-6-oxo-1H-pyrimidin-4-yl]-N-isopropyl-piperidine-4-carboxamide ClC1=C(N=C(NC1=O)C1=CC(=NC=C1)F)N1CCC(CC1)C(=O)NC(C)C